C(#N)C1=C2C=C(NC2=CC=C1)C 4-cyano-2-methyl-1H-indol